2,2'-azobis(isobutyramide) N(=NC(C(=O)N)(C)C)C(C(=O)N)(C)C